ClC1=CC=C(C(=N1)C(=O)N[C@H](C)C1=CC=C(C=C1)OC)SC (R)-6-chloro-N-(1-(4-methoxyphenyl)ethyl)-3-(methylsulfanyl)-2-pyridinecarboxamide